6-(2,8-dimethylimidazo[1,2-b]pyridazin-6-yl)-4-fluoro-N-(1-isopropylazetidin-3-yl)-1,3-benzoxazole-2-carboxamide CC=1N=C2N(N=C(C=C2C)C2=CC3=C(N=C(O3)C(=O)NC3CN(C3)C(C)C)C(=C2)F)C1